Thiophene-3-ol sodium [Na].S1C=C(C=C1)O